C(#CCCCCCCC)N nonynylamine